FC(C=1C(=NC=C(C1)C(F)(F)F)CC(=O)N(CC=1OC(=NN1)C=1C=NC=CC1)C1=CC=CC=C1)(F)F 2-(3,5-bis(trifluoromethyl)pyridin-2-yl)-N-phenyl-N-((5-(pyridin-3-yl)-1,3,4-oxadiazol-2-yl)methyl)acetamide